C1(=CC=CC=C1)S(=O)(=O)CC(C(C)(C)C)O 1-benzenesulfonyl-3,3-dimethyl-2-butanol